FC1=C(C(=O)N2C[C@H](N([C@@H](C2)C)C(=O)C2=C(C=C(C=C2)OC)F)C)C=CC(=C1)O ((2R,6R)-4-(2-fluoro-4-hydroxybenzoyl)-2,6-dimethylpiperazin-1-yl)(2-fluoro-4-methoxyphenyl)methanone